(R)-2-(Dimethylamino)-4-(1-((5-methoxy-7-methyl-1H-indol-4-yl)methyl)-4-(3,3,3-trifluoropropyl)piperazin-2-yl)benzoic acid CN(C1=C(C(=O)O)C=CC(=C1)[C@H]1N(CCN(C1)CCC(F)(F)F)CC1=C2C=CNC2=C(C=C1OC)C)C